N-Pyrrolidon [N-]1C(CC=C1)=O